NC1(C)CC(=CC=C1)N 1,3-diaminotoluene